N12CCC(CC1)CCCC1CCN(CC1)S2 4,4'-trimethylenedipiperidyl sulfide